calcium phosphorus 1-[(2-oxopiperidin-4-yl)methoxy]-7-(prop-2-yloxy)isoquinoline-6-carboxamide Z,E-9,12-TETRADECADIEN-1-YL-ACETATE C(CCCCCCC\C=C/C\C=C\C)CC(=O)[O-].O=C1NCCC(C1)COC1=NC=CC2=CC(=C(C=C12)OC(C)C)C(=O)N.[P+3].[Ca+2].C(CCCCCCC\C=C/C\C=C\C)CC(=O)[O-].C(CCCCCCC\C=C/C\C=C\C)CC(=O)[O-].C(CCCCCCC\C=C/C\C=C\C)CC(=O)[O-].C(CCCCCCC\C=C/C\C=C\C)CC(=O)[O-]